3-Fluoro-9-isoxazol-3-ylmethyl-8,8-dimethyl-2-((R)-3-methyl-morpholin-4-yl)-6,7,8,9-tetrahydro-pyrimido[1,2-a]-pyrimidin-4-one FC1=C(N=C2N(C1=O)CCC(N2CC2=NOC=C2)(C)C)N2[C@@H](COCC2)C